(3aR,5s,6aS)-2-((tetrahydro-2H-pyran-4-yl)methyl-d2)-N-(4-(trifluoromethyl)-6-(2,4,5-trifluorophenyl)pyridazin-3-yl)octahydro-cyclopenta[c]pyrrol-5-amine O1CCC(CC1)C(N1C[C@@H]2[C@H](C1)CC(C2)NC=2N=NC(=CC2C(F)(F)F)C2=C(C=C(C(=C2)F)F)F)([2H])[2H]